3-(6-aminopyridin-3-yl)-9-(1-((6-chloro-2-(2-(methyl-d3)-2H-tetrazol-5-yl)pyridin-3-yl)amino)ethyl-1-d)-7-methyl-4-(methyl-d3)imidazo[1,5-a]quinazolin-5(4H)-one NC1=CC=C(C=N1)C=1N=CN2C1N(C(C1=CC(=CC(=C21)C(C)([2H])NC=2C(=NC(=CC2)Cl)C=2N=NN(N2)C([2H])([2H])[2H])C)=O)C([2H])([2H])[2H]